3-(4-{3-[(ethyl-amino)methyl]azetidin-1-yl}-3-(3-fluoro-5-methylphenyl)quinolin-6-yl)-5-fluoro-2-hydroxybenzonitrile C(C)NCC1CN(C1)C1=C(C=NC2=CC=C(C=C12)C=1C(=C(C#N)C=C(C1)F)O)C1=CC(=CC(=C1)C)F